C/C=C/C1=CC=C(C=C1)OC The molecule is a monomethoxybenzene that is methoxybenzene substituted by a prop-1-en-1-yl group at position 4. It has a role as a plant metabolite.